2-amino-6-(1-(3,4,5-trimethoxyphenyl)-1H-1,2,3-triazol-4-yl)quinazolin-4(3H)-one NC1=NC2=CC=C(C=C2C(N1)=O)C=1N=NN(C1)C1=CC(=C(C(=C1)OC)OC)OC